FC1=NC(=C2N=CN(C2=N1)C1OCCC1)NCC1=CC(=C(C(=C1)O)O)O 2-fluoro-6-[(3,4,5-trihydroxybenzyl)amino]-9-(tetrahydrofuran-2-yl)-9H-purine